C(C)C(C(=O)[O-])CCCC.[Co+2].C(C)C(C(=O)[O-])CCCC Cobalt (II) 2-ethylhexanoat